Cl[Ru-4](=CC1=C(C=CC(=C1)NC(C(=O)OCC)=O)OC(C)C)(=C1N(CCN1C1=C(C=C(C=C1C)C)C)C1=C(C=C(C=C1C)C)C)Cl Dichloro[1,3-bis(2,4,6-trimethylphenyl)-2-imidazolidinylidene]{[5-(2-ethoxy-2-oxoacetamido)]-2-isopropoxybenzylidene}ruthenium (II)